O=C[C@@H](O)[C@@H](O)[C@H](O)[C@@H](O)C(=O)[O-] L-guluronate